O[C@@H]1[C@H](CCC1)C=1C(=C(C(=O)N)C=CC1)OC(C)C (1R,2S)-2-hydroxycyclopentyl-2-isopropoxybenzamide